CN1N=CC2=CC=CC(=C12)NS(=O)(=O)C=1C=NN(C1)C1=NC=CC(=C1)N1CCCCC1 N-(1-methylindazol-7-yl)-1-[4-(piperidin-1-yl)pyridin-2-yl]pyrazole-4-sulfonamide